BrC1=CC=C(C=C1)CO[C@@H]([C@H](/C=C/C(=O)OC)NC(=O)OC(C)(C)C)C methyl (2E,4S,5R)-5-[(4-bromophenyl)methoxy]-4-[[(tert-butoxy)carbonyl]amino]hex-2-enoate